5-(4-((7-ethyl-6-oxo-5,6-dihydro-1,5-naphthyridin-3-yl)methyl)-4-fluoropiperidin-1-yl)-N-methylpicolinamide C(C)C=1C(NC=2C=C(C=NC2C1)CC1(CCN(CC1)C=1C=CC(=NC1)C(=O)NC)F)=O